Tridecyl-dimethyl-benzyl-ammonium chloride [Cl-].C(CCCCCCCCCCCC)[N+](CC1=CC=CC=C1)(C)C